[Si](C)(C)(C(C)(C)C)OC(C)C=1N=C(SC1S(=O)(=O)N)C(C)(C)O 4-(1-(tert-Butyldimethylsilyloxy)ethyl)-2-(2-hydroxy-prop-2-yl)thiazole-5-sulfonamide